N-(5-(1-isopropyl-1H-pyrazol-3-yl)-4-((4-(2-methoxyethoxy)-6-(methylsulfonyl)pyridin-2-yl)amino)pyridin-2-yl)acetamide C(C)(C)N1N=C(C=C1)C=1C(=CC(=NC1)NC(C)=O)NC1=NC(=CC(=C1)OCCOC)S(=O)(=O)C